6-methyl-7-(quinazolin-7-ylethynyl)-N-(3-(trifluoromethyl)phenyl)benzo[d]isoxazol-3-amine CC1=C(C2=C(C(=NO2)NC2=CC(=CC=C2)C(F)(F)F)C=C1)C#CC1=CC=C2C=NC=NC2=C1